O[C@@H]1CN(CCC1)C1=NN2C(N=CC=C2)=C1C(=O)N ((S)-3-hydroxypiperidin-1-yl)pyrazolo[1,5-a]pyrimidine-3-carboxamide